ONC(=N)C1=C2C=C(N=CC2=C(N=C1)NC)C1(CC1)C(=O)N (5-(N-hydroxycarbamimidoyl)-8-(methylamino)-2,7-naphthyridin-3-yl)cyclopropanecarboxamide